FC([C@H]1N(C(OC1(C)C)=O)C=1N=C2N(CCOC3=C2C=CC(=C3)N[C@H](C(=O)N)C)C1)F (S)-2-((2-((S)-4-(difluoromethyl)-5,5-dimethyl-2-oxooxazolidin-3-yl)-5,6-dihydrobenzo[f]imidazo[1,2-d][1,4]oxazepin-9-yl)amino)propanamide